CCCCCCCCC=CCCCCCC hexadec-9-ene